(2-methoxyphenyl)ethane-1,2-diamine COC1=C(C=CC=C1)C(CN)N